4-Bromo-3-iodo-N-(4-((2-methylpiperazin-1-yl)sulfonyl)phenyl)benzamide BrC1=C(C=C(C(=O)NC2=CC=C(C=C2)S(=O)(=O)N2C(CNCC2)C)C=C1)I